CC1(OC2=CC=CC=C2C(C1)NC(=O)C=1C=C(C=CC1)CN1C(N[C@](CC1=O)(C)C(C)C)=[NH2+])C [(4S)-1-[[3-[(2,2-dimethylchroman-4-yl)carbamoyl]phenyl]methyl]-4-isopropyl-4-methyl-6-oxo-hexahydropyrimidin-2-ylidene]ammonium